CC(C#C)N1C(C2=CC=CC=C2C1=O)=O 2-(1-methylprop-2-ynyl)isoindoline-1,3-dione